propylene glycol bis(trifluoroethyl) ether FC(COCC(C)OCC(F)(F)F)(F)F